CS(=O)(=O)C1(CC1)C1=NC=C(C=C1)[N+](=O)[O-] 2-(1-methanesulfonylcyclopropyl)-5-nitropyridine